Cl.N[C@H](C(=O)O)CC1=CC=C(C=C1)C1=CSC2=C1N=CN=C2OC(C(F)(F)F)C2=C(C=C(C=C2)Cl)C2=CC=C(C=C2)F (2S)-2-amino-3-(4-(4-(1-(5-chloro-4'-fluoro-[1,1'-biphenyl]-2-yl)-2,2,2-trifluoroethoxy)thieno[3,2-d]pyrimidin-7-yl)phenyl)propanoic acid hydrochloride